azidobenzeneamine N(=[N+]=[N-])C1=C(C=CC=C1)N